C(CCC)OC(C)=O n-Butyl-acetat